CC1=CC=C(C=C1)CN1C(CCC1=O)CC(=O)OCCS(=O)C1=CC=C(C=C1)Cl 2-(4-chlorophenyl)sulfinylethyl 2-[1-[(4-methylphenyl)methyl]-5-oxopyrrolidin-2-yl]acetat